ClC1=C(C(=NC(=N1)SCCC)NCC#C)N 6-chloro-N4-(prop-2-yn-1-yl)-2-(propylsulfanyl)pyrimidine-4,5-diamine